2,2,2-trifluoroethyl trifluoro-methanesulfonate FC(S(=O)(=O)OCC(F)(F)F)(F)F